2,3',5,5'-tetramethyl(1,1'-biphenyl)-4,4-diol CC1=C(C=C(C(C1)(O)O)C)C1=CC(=CC(=C1)C)C